ClC=1C=C(C=CC1O)/C=C/C(=O)C1=C(C=C(C=C1)F)F (E)-3-(3-Chloro-4-hydroxyphenyl)-1-(2,4-difluorophenyl)prop-2-en-1-one